C(N)(=O)C=1C=C(C=CC1F)NC(C1=C(C(=C(C=C1C1CCOC2=C(C=CC=C12)F)OC)C(F)(F)F)F)=O N-(3-carbamoyl-4-fluorophenyl)-2-fluoro-6-(8-fluorochroman-4-yl)-4-methoxy-3-(trifluoromethyl)benzamide